NC=1C=CC(=NC1)CC(C)C1=NC=CC=C1 1-(5-aminopyridin-2-yl)-2-(pyridin-2-yl)propane